FC1=C(C(=CC=C1)F)C(CCC[C@@H](C)[C@H]1CC[C@H]2[C@@H]3CC[C@H]4[C@H]([C@H](CC[C@]4(C)[C@H]3CC[C@]12C)O)O)O 24-[(2,6-difluorophenyl)(hydroxy)methyl]-5α-cholane-3β,4β-diol